2-(tetrahydro-2H-pyran-4-yl)-2,6-diazaspiro[3.4]octane O1CCC(CC1)N1CC2(C1)CNCC2